(2S)-2-amino-1-(7-bromo-4-((pyridin-4-ylmethyl)amino)thieno[3,2-d][1,2,3]triazin-6-yl)propan-1-ol N[C@H](C(O)C1=C(C=2N=NN=C(C2S1)NCC1=CC=NC=C1)Br)C